C(C)N(S(=O)(=O)C1=CC=C(C=C1)S(=O)(=N)N1C[C@@H](CCC1)C(=O)OCC)CC Ethyl (3R)-1-(4-(N,N-diethylsulfamoyl)phenylsulfonimidoyl)piperidine-3-carboxylate